propylenebis-methacrylamide C(C(C)C=C(C(=O)N)C)C=C(C(=O)N)C